FC=1C=CC(=C2CC[C@H](C12)OC1=CC=C(C=C1)[C@H](CC(=O)O)C#CC)C=1C=NC(=CC1)OCC1(COC1)C (S)-3-(4-(((R)-7-fluoro-4-(6-((3-methyl-oxetan-3-yl)methoxy)pyridin-3-yl)-2,3-dihydro-1H-inden-1-yl)oxy)phenyl)hex-4-ynoic acid